[1-({3,4-difluoro-2-[(2-fluoro-4-iodophenyl)amino]phenyl}carbonyl)azetidin-3-yl]methanol FC=1C(=C(C=CC1F)C(=O)N1CC(C1)CO)NC1=C(C=C(C=C1)I)F